N1(CCOCC1)C1=C(CN2CC3(CC2)CCN(CC3)C(=O)OC(C(F)(F)F)C(F)(F)F)C=CC(=C1)C(F)(F)F 1,1,1,3,3,3-Hexafluoropropan-2-yl 2-(2-morpholinyl-4-(trifluoromethyl) benzyl)-2,8-diazaspiro[4.5]decane-8-carboxylate